(R)-1-(3-(3-(6-aminopyrazin-2-yl)-5-chlorophenyl)morpholino)prop-2-en-1-one NC1=CN=CC(=N1)C=1C=C(C=C(C1)Cl)[C@@H]1COCCN1C(C=C)=O